FC=1C(=C(C=C2CCC(CC12)NC(C)=O)O)N1S(NC(C1)=O)(=O)=O N-[8-fluoro-6-hydroxy-7-(1,1,4-trioxo-1λ6,2,5-thiadiazolidin-2-yl)-1,2,3,4-tetrahydronaphthalen-2-yl]acetamide